2-chloro-4-(1-piperazinyl)thieno[3,2-d]pyrimidine ClC=1N=C(C2=C(N1)C=CS2)N2CCNCC2